BrC1=NN=C(N1C)C1=C(C=CC=C1F)F 3-bromo-5-(2,6-difluorophenyl)-4-methyl-1,2,4-triazole